C(C)OC(NC1=C(C=C(C=C1)NCC1=CC=C(C=C1)F)N)=O (2-amino-4-((4-fluorobenzyl)amino)phenyl)carbamic acid ethyl ester